isovaleric acid (Isovalerate) C(CC(C)C)(=O)O.C(CC(C)C)(=O)O